benzyl (1R,5S,6R)-6-(((4-(tert-butoxycarbonyl)piperazine-1-yl) sulfonyl) methyl)-3-azabicyclo[3.1.0]hexane-3-carboxylate C(C)(C)(C)OC(=O)N1CCN(CC1)S(=O)(=O)CC1[C@H]2CN(C[C@@H]12)C(=O)OCC1=CC=CC=C1